1-(4-{5-[(7S)-7-{3-oxa-6-azabicyclo[3.1.1]heptan-6-yl}-6,7,8,9-tetrahydro-5H-benzo[7]annulen-2-yl]-2H-pyrazolo[3,4-b]pyridin-3-yl}phenyl)pyrrolidin-2-one C12COCC(N1[C@H]1CCC3=C(CC1)C=C(C=C3)C3=CC=1C(N=C3)=NNC1C1=CC=C(C=C1)N1C(CCC1)=O)C2